C1C=2C=CC3=C4CC5=C(OCO5)C4=CC=C3C2C(CC1)=O 1H-naphtho[2',1':4,5]indeno[1,2-d][1,3]dioxolane-4(2H)-one